2-(2-(1,3-Dioxolan-2-yl)phenyl)propionitrile O1C(OCC1)C1=C(C=CC=C1)C(C#N)C